NC1=NC(=CC(=C1)NCCCC)CC1=C(C=C(C=C1)CN1CCCC1)OC 2-Amino-4-(butylamino)-6-(2-methoxy-4-(pyrrolidin-1-ylmethyl)benzyl)pyridin